BrC=1C=CC=2C(C3=CC=C(C=C3C2C1)Br)CCP(OCC)(OCC)=O diethyl (2-(3,6-dibromo-9H-fluoren-9-yl) ethyl)phosphonate